(R)-7-amino-N-(5-cyano-8-fluoro-6-(piperazin-1-yl)-1,2,3,4-tetrahydronaphthalen-2-yl)-3-methylthieno[2,3-b]pyrazine-6-carboxamide NC1=C(SC2=NC(=CN=C21)C)C(=O)N[C@H]2CC1=C(C=C(C(=C1CC2)C#N)N2CCNCC2)F